FC1(CC1)CN1[C@@H](C2=CC=C3C(=C2C[C@H]1C)C=NN3)C3=C(C=C(C=C3)C3N(CC3N)CCCF)OC (4-((6s,8r)-7-((1-fluorocyclopropyl)methyl)-8-methyl-6,7,8,9-tetrahydro-3H-pyrazolo[4,3-f]isoquinolin-6-yl)-3-methoxyphenyl)-1-(3-fluoropropyl)azetidin-3-amine